CN([C@@H](C)C(=O)O)C1=CC=CC2=CC=CC=C12 N-methyl-naphthylalanine